C(C)[C@@H]1N(C[C@@H](N(C1)C(C1=NC=C(C=C1)F)C1=CC(=CC=C1)F)CC)C1=CC(N(C=2C=CC(=NC12)C#N)C)=O |&1:5| 8-[(2S,SR)-2,5-diethyl-4-[(3-fluorophenyl)(5-fluoropyridin-2-yl)methyl]piperazin-1-yl]-5-methyl-6-oxo-5,6-dihydro-1,5-naphthyridine-2-carbonitrile